O1C(=NC2=C1C=CC=C2)C=2C=C(C=NC2)N 5-(Benzo[d]oxazol-2-yl)pyridin-3-amine